tert-butyl 4-[4-[3-chloro-4-[2-(3,5-difluoro-2-pyridyl)-2-methylsulfonyloxy-ethoxy]pyrazolo[1,5-a]pyridin-6-yl]-5-methyl-triazol-1-yl]piperidine-1-carboxylate ClC=1C=NN2C1C(=CC(=C2)C=2N=NN(C2C)C2CCN(CC2)C(=O)OC(C)(C)C)OCC(OS(=O)(=O)C)C2=NC=C(C=C2F)F